1-morpholino-hex-5-yn-1-one O1CCN(CC1)C(CCCC#C)=O